2-[6-[rac-hexahydro-2H-pyrrolo[2,3-c]pyridin-1-yl]pyridazin-3-yl]-3-(trifluoromethyl)phenol N1(CCC2C1CNCC2)C2=CC=C(N=N2)C2=C(C=CC=C2C(F)(F)F)O